tert-butyl 6-(benzyloxy)-3-[4-bromo-1-(2,4-dimethoxybenzyl)-2,5-dioxo-2,5-dihydro-1H-pyrrol-3-yl]-1H-indole-1-carboxylate C(C1=CC=CC=C1)OC1=CC=C2C(=CN(C2=C1)C(=O)OC(C)(C)C)C=1C(N(C(C1Br)=O)CC1=C(C=C(C=C1)OC)OC)=O